FC1=C(CC2CC3(CN(C3)C(=O)C3CC(C3)(C)O)C2)C=CC(=C1)C (6-(2-fluoro-4-methylbenzyl)-2-azaspiro[3.3]hept-2-yl)((1s,3s)-3-hydroxy-3-methylcyclobutyl)methanone